OCCOC1=CC=C(C=C1)C1(C2=CC=CC(=C2C=2C(=CC=CC12)C1=CC=C2C=CC3=CC=CC4=CC=C1C2=C34)C3=CC=C4C=CC2=CC=CC1=CC=C3C4=C21)C2=CC=C(C=C2)OCCO 9,9-bis(4-(2-hydroxyethoxy)phenyl)-4,5-di(1-pyrenyl)fluorene